3-phenyl-cyclopenta[2,3-b]thiophen-4-one C1(=CC=CC=C1)C=1C2=C(SC1)C=CC2=O